tert-butyl N-ethyl-N-[[4-(pentafluoro-sulfanyl)phenyl]methyl]carbamate C(C)N(C(OC(C)(C)C)=O)CC1=CC=C(C=C1)S(F)(F)(F)(F)F